N1(C2=C(OCC1)N=C1C(=C2)C=CN1)C1=C(C(=O)NS(=O)(=O)C2=CC(=C(C=C2)NCC2COCCC2)[N+](=O)[O-])C=CC=C1 2-(2,3-dihydropyrrolo[3',2':5,6]pyrido[2,3-b][1,4]oxazin-1(6H)-yl)-N-((3-nitro-4-(((tetrahydro-2H-pyran-3-yl)methyl)amino)phenyl)sulfonyl)benzamide